C(C)(C)(C)OC(=O)N[C@@H](C(=O)N[C@@H](C(=O)O)CC1CC1)CC1=CC=CC=C1 (2R)-2-[[(2R)-2-(tert-butoxycarbonylamino)-3-phenyl-propionyl]amino]-3-cyclopropyl-propionic acid